N-(3-(((7-(1H-Pyrazol-4-yl)-2,3-dihydrofuro[3,2-c]pyridin-4-yl)amino)methyl)phenyl)-1-methyl-1H-indazol-5-carboxamid N1N=CC(=C1)C=1C2=C(C(=NC1)NCC=1C=C(C=CC1)NC(=O)C=1C=C3C=NN(C3=CC1)C)CCO2